ethyl-3,3-dimethyl-4-pentenoic acid C(C)C(C(=O)O)C(C=C)(C)C